ClC1=C(C=C(C(=N1)I)NC(C(F)(F)F)=O)F N-(6-chloro-5-fluoro-2-iodopyridin-3-yl)-2,2,2-trifluoroacetamide